OCC1CN(CC(N1)=O)C(=O)[O-] 3-(hydroxy methyl)-5-oxopiperazine-1-carboxylate